C(C)OC(=O)[C@H]1N[C@H]2C[C@]2(C1)CN1CCOCC1.C1(=CC=CC2=CC=CC=C12)CC(=O)N 2-(naphthalen-1-yl)acetamide ethyl-(1S,3S,5S)-5-(morpholinomethyl)-2-azabicyclo[3.1.0]hexane-3-carboxylate